3-chloro-2-[1H-pyrazolo[3,4-b]pyridin-4-yl]-5H,6H,7H-pyrazolo[1,5-a]pyrazin-4-one ClC=1C(=NN2C1C(NCC2)=O)C2=C1C(=NC=C2)NN=C1